ClCC(=O)NC1=CC2=C(N(C(=N2)C2=C(C(=CC=C2)Cl)O)C(C(=O)O)CC(C)C)C=C1 {5-[(2-Chloroacetyl)amino]-2-(3-chloro-2-hydroxyphenyl)benzo[d]imidazol-1-yl}-4-methylpentanoic acid